(E)-2-methyl-pyrazol-3-ol CN1N=CC=C1O